(S)-2-(3-(2-(3-fluoroazetidin-1-yl) ethyl)-5-methyl-6-oxopyridazin-1(6H)-yl)-4-methylpentanoate FC1CN(C1)CCC1=NN(C(C(=C1)C)=O)[C@H](C(=O)[O-])CC(C)C